diethylene glycol methyl-(3-dimethyl (trimethylsiloxy) silylpropyl)-2-methylpropyl ether CC(C(C)C)(CCC[Si](O[Si](C)(C)C)(C)C)OCCOCCO